tert-butyl-3-(9-chloro-4-oxo-2,3-dihydro-4H-1-thia-3a,5,8-triazaphenalen-6-yl)-3,8-diazabicyclo[3.2.1]octane-8-carboxylate C(C)(C)(C)OC(=O)N1C2CN(CC1CC2)C2=NC(N1CCSC=3C(=NC=C2C31)Cl)=O